ClC1=C(C=C(C=C1)NC(C)C=1N=NN(C1)C1=CC=C(C(=O)N2CC(C2)C(=O)O)C=C1)C 1-(4-(4-(1-((4-chloro-3-methylphenyl)aminO)ethyl)-1H-1,2,3-triazol-1-yl)benzoyl)azetidine-3-carboxylic acid